pyrimidine-5-carboxylic acid lithium [Li].N1=CN=CC(=C1)C(=O)O